N-(6-bromo-2-isopropoxy-3-pyridyl)-3-(4-fluorophenyl)-5-methyl-isoxazole-4-carboxamide BrC1=CC=C(C(=N1)OC(C)C)NC(=O)C=1C(=NOC1C)C1=CC=C(C=C1)F